N=1C=NN2C1C=C(C=C2)OC2=CC(=C(C=C2F)NC2=NC=NC1=CC=C3C(=C21)OC[C@@H]2N(CCN3C2)C(=O)OC(C)(C)C)F tert-butyl (3R)-13-((4-([1,2,4]triazolo[1,5-a]pyridin-7-yloxy)-2,5-difluorophenyl)amino)-2,3,5,6-tetrahydro-4H-3,7-methano[1,4,7]oxadiazonino[2,3-f]quinazoline-4-carboxylate